Cl.Cl.CC(C[C@H](NC(CN1N=C(C=C1C1=CC=CC=C1)C1=CC(=CC=C1)OCCCN1CCN(CC1)C1=CC=CC=C1)=O)B(O)O)C (R)-(3-Methyl-1-(2-(5-phenyl-3-(3-(3-(4-phenylpiperazin-1-yl)propoxy)phenyl)-1H-pyrazol-1-yl)acetamido)butyl)boronic acid dihydrochloride